(R)-1-(3-(2-(3-chlorophenylamino)-5-fluoropyrimidin-4-ylamino)piperidin-1-yl)prop-2-en-1-one ClC=1C=C(C=CC1)NC1=NC=C(C(=N1)N[C@H]1CN(CCC1)C(C=C)=O)F